(S)-(2,2-difluorocyclopropyl)-methyl (4-cyclobutyl-3-(3,3-difluorocyclobutyl)-1-methyl-1H-pyrazol-5-yl)carbamate C1(CCC1)C=1C(=NN(C1NC(OC[C@H]1C(C1)(F)F)=O)C)C1CC(C1)(F)F